CC1=CN(C(=O)NC1=O)[C@H]2C[C@@H]([C@H](O2)COP(=O)([O-])OP(=O)([O-])O[C@H]3[C@@H]([C@H]([C@@H](O3)[C@@H](C)O)O)O)O The molecule is a nucleotide-sugar oxoanion arising from deprotonation of the free diphosphate OH groups of dTDP-beta-D-fucofuranose. It is a conjugate base of a dTDP-beta-D-fucofuranose.